6-{4-[4-(tert-butoxycarbonylamino-methyl)-phenylcarbamoyl]-benzoylamino}-3',6'-dihydro-2'H-[3,4']bipyridinyl-1'-carboxylic acid tert-butyl ester C(C)(C)(C)OC(=O)N1CCC(=CC1)C=1C=NC(=CC1)NC(C1=CC=C(C=C1)C(NC1=CC=C(C=C1)CNC(=O)OC(C)(C)C)=O)=O